NC1=NC(=C2C(=N1)N(N=C2)CC2=CC=C(C(=O)O)C=C2)C=2OC=CC2 4-((6-amino-4-(furan-2-yl)-1H-pyrazolo[3,4-d]pyrimidin-1-yl)methyl)benzoic acid